BrC1=NNC(=C1)N 3-Bromo-1H-pyrazol-5-amine